4-(4-(2-(3-methylbenzylidene)hydrazinyl)-7-(2-(pyridin-2-yl)ethyl)-7H-pyrrolo[2,3-d]pyrimidin-2-yl)morpholine CC=1C=C(C=NNC=2C3=C(N=C(N2)N2CCOCC2)N(C=C3)CCC3=NC=CC=C3)C=CC1